CC(C)(C)[S@@](=O)N[C@@H]1[C@@H](\C=C/CCCCS[C@@H]2[C@@H]([C@H]([C@H]([C@@H]1O2)O)O)O)C (R)-2-methyl-N-((1R,9R,10R,11R,12R,13S,14R,Z)-12,13,14-trihydroxy-9-methyl-15-oxa-2-thiabicyclo[9.3.1]pentadec-7-en-10-yl)propane-2-sulfinamide